O=C1NC(CCC1NC(=O)C1=CC=C(C=N1)C1CCN(CC1)C(=O)OC(C)(C)C)=O tert-Butyl 4-(6-((2,6-dioxopiperidin-3-yl)carbamoyl)pyridin-3-yl)piperidine-1-carboxylate